FS(C=1C=C(C=C(C1)N[C@@H](C)C1CCNCC1)C1=NNC(O1)=O)(F)(F)(F)F 5-[3-(Pentafluoro-lambda6-sulfanyl)-5-{[(1S)-1-(piperidin-4-yl)ethyl]amino}phenyl]-1,3,4-oxadiazol-2(3H)-one